FC(S(=O)(=O)N[C@@H]1[C@@H](N(CC12CC2)C([C@@H](CF)O)=O)CC=2C(=C(C=CC2)C2=CC=CC=C2)F)F 1,1-difluoro-N-((6S,7S)-5-((S)-3-fluoro-2-hydroxypropanoyl)-6-((2-fluoro-[1,1'-biphenyl]-3-yl)methyl)-5-azaspiro[2.4]heptan-7-yl)methanesulfonamide